ClC=1C=C(C=C(C1)Cl)N1CCN(CC1)S(=O)(=O)C1=CC=C(C=C1)NC(C1=C(C=CC(=C1)CNCCO)N(S(=O)(=O)C)C)=O N-(4-((4-(3,5-dichlorophenyl)piperazin-1-yl)sulfonyl)phenyl)-5-(((2-hydroxyethyl)amino)methyl)-2-(N-methylmethylsulfonamido)benzamide